S(=O)(=O)(O)C1=CC=C(OC=2C=C(C=C(C(=O)O)C2)C(=O)O)C=C1 5-[4-sulfophenoxy]isophthalic acid